ClC1=C(C=CC(=C1)N(C)CC=1SC(=CC1)Cl)NC(=O)C1CCCC1 Cyclopentanecarboxylic acid {2-chloro-4-[(5-chloro-thiophen-2-ylmethyl)-(methyl)amino]-phenyl}-amide